COC(CN1N=C(C(=C1)NC=1C=NN2C1N=CC=C2)C=2C(=CC1=C(SC=C1)C2)OC(F)F)=O 2-(3-(5-(difluoromethoxy)benzo[b]thiophen-6-yl)-4-(pyrazolo[1,5-a]pyrimidin-3-ylamino)-1H-pyrazol-1-yl)acetic acid methyl ester